[4-(4-quinolin-3-yl-phenoxy)-piperidin-1-yl]-methanone N1=CC(=CC2=CC=CC=C12)C1=CC=C(OC2CCN(CC2)C=O)C=C1